C(N)(OCC=1C(=NC(=CC1)C(C=CN(C)C)=O)C)=O ((6-(3-(dimethylamino) acryloyl)-2-methylpyridin-3-yl) methyl) carbamate